C1(CC=CCCCCCCCCO1)=O γ-dodecenolactone